(1S,3S)-ethyl 3-((6-(5-(aminomethyl)-1-methyl-1H-1,2,3-triazol-4-yl)-2-methylpyridin-3-yl) oxy)cyclohexanecarboxylate NCC1=C(N=NN1C)C1=CC=C(C(=N1)C)O[C@@H]1C[C@H](CCC1)C(=O)OCC